CO[Si](CCCNCCCC)(OC)OC N-[3-(trimethoxysilyl)propyl]-1-butanamine